(Z)-2-fluoro-3-(pyridin-4-yl)acrylic acid F\C(\C(=O)O)=C/C1=CC=NC=C1